8-bromo-4-methylenechromane BrC=1C=CC=C2C(CCOC12)=C